CN(C1=CC(=C(C=O)C=C1)O)C 4-dimethylamino-2-hydroxybenzaldehyde